C1(CC1)CCC(=O)C1=[N+](C=CC=C1)[O-] 2-(3-cyclopropylpropionyl)pyridine 1-oxide